((3R,4R)-1-(4,6-difluoro-1H-benzimidazol-2-yl)-4-fluoropiperidin-3-yl)carbamic acid tert-butyl ester C(C)(C)(C)OC(N[C@@H]1CN(CC[C@H]1F)C1=NC2=C(N1)C=C(C=C2F)F)=O